FC1(C=2N(CCC1)N=C(C2)NC(C2=CC(=C(C=C2)C)C#CC=2C(=NC=NC2)OC)=O)F N-(4,4-difluoro-6,7-dihydro-5H-pyrazolo[1,5-a]pyridin-2-yl)-3-[2-(4-methoxypyrimidin-5-yl)ethynyl]-4-methyl-benzamide